ClC=1C=C(C=NC1)C=1OC(=C(N1)C)C=1C=CC(N(N1)CC=1SC(=NN1)C1=CC=C(C=C1)F)=O 6-(2-(5-chloropyridin-3-yl)-4-methyloxazol-5-yl)-2-((5-(4-fluorophenyl)-1,3,4-thiadiazol-2-yl)methyl)pyridazin-3(2H)-one